(2S,4R)-4-fluoro-N-[(S)-[6-fluoro-5-(1-methylcyclopropyl)pyridin-2-yl](phenyl)methyl]-1-[2-(1H-indazol-3-yl)acetyl]pyrrolidine-2-carboxamide F[C@@H]1C[C@H](N(C1)C(CC1=NNC2=CC=CC=C12)=O)C(=O)N[C@@H](C1=CC=CC=C1)C1=NC(=C(C=C1)C1(CC1)C)F